FC=1C=C2C=CC=C(C2=CC1)C1CN(C1)C1=NN=C(N1C=1C(=NC=CC1)OC)COC (3-(3-(6-fluoronaphthalene-1-yl)azetidin-1-yl)-5-(methoxymethyl)-4H-1,2,4-triazol-4-yl)-2-methoxypyridine